2-chloro-N-chloromethyl-N-(2-ethyl-6-methylphenyl)acetamide ClCC(=O)N(C1=C(C=CC=C1C)CC)CCl